4-[[5-amino-1-[[7-(cyanomethyl)-1-naphthyl]sulfonyl]-1,2,4-triazol-3-yl]amino]-2-chloro-benzonitrile NC1=NC(=NN1S(=O)(=O)C1=CC=CC2=CC=C(C=C12)CC#N)NC1=CC(=C(C#N)C=C1)Cl